N2-(4-methoxy-3-(3-(pyrrolidin-1-yl)propoxy)phenyl)-N4-methylpyridine-2,4-diamine COC1=C(C=C(C=C1)NC1=NC=CC(=C1)NC)OCCCN1CCCC1